copper (II) bis(oxazoline) O1C=NCC1.O1C=NCC1.[Cu+2]